(2R,3R,4S,5S)-2-(4-amino-5-fluoro-7H-pyrrolo[2,3-d]pyrimidin-7-yl)-5-((R)-1-(3,4-dichlorophenyl)-1-hydroxyethyl)tetrahydrofuran-3,4-diol NC=1C2=C(N=CN1)N(C=C2F)[C@@H]2O[C@@H]([C@H]([C@H]2O)O)[C@](C)(O)C2=CC(=C(C=C2)Cl)Cl